1-Butyl-5-(diaminomethylene)-3-(2-azaspiro[3.5]nonan-7-yl)pyrimidine-2,4,6(1H,3H,5H)-trione C(CCC)N1C(N(C(C(C1=O)=C(N)N)=O)C1CCC2(CNC2)CC1)=O